(5Z)-5-(2-hydroxyphenylmethylene)-4-(4-(methylsulfonyl)phenyl)-3-phenylfuran-2(5H)-one OC1=C(C=CC=C1)\C=C/1\C(=C(C(O1)=O)C1=CC=CC=C1)C1=CC=C(C=C1)S(=O)(=O)C